CC1=CC=C(C=C1)N1C(C2=CC=CC=C2CC1)C#N 2-(4-methylphenyl)-1,2,3,4-tetrahydroisoquinoline-1-carbonitrile